2-(3,5-difluoro-4-((4-(thiophen-2-yl)-1H-1,2,3-triazol-1-yl)methyl)phenyl)-5-(difluoromethyl)-1,3,4-oxadiazole FC=1C=C(C=C(C1CN1N=NC(=C1)C=1SC=CC1)F)C=1OC(=NN1)C(F)F